BrC1=CC=C(C=C1)C1=CN=CNN1N 6-(4-bromophenyl)-1,2,4-triazin-1-amine